6-(1H-benzo[d]imidazol-2-yl)-N-(3-azabicyclo[3.1.0]hex-6-yl)picolinamide N1C(=NC2=C1C=CC=C2)C2=CC=CC(=N2)C(=O)NC2C1CNCC21